6-methyl-2-(pyridin-4-yl)-4-((2-(trimethylsilyl)ethoxy)methoxy)pyrido[3,4-d]Pyrimidine CC1=CC2=C(N=C(N=C2OCOCC[Si](C)(C)C)C2=CC=NC=C2)C=N1